3'-(pyridin-4-yl)resveratrol N1=CC=C(C=C1)C=1C=C(C=CC2=CC(O)=CC(O)=C2)C=CC1O